2-oleoylamino-1,3-octadecanediol C(CCCCCCC\C=C/CCCCCCCC)(=O)NC(CO)C(CCCCCCCCCCCCCCC)O